(S)-(1-fluorocyclopropyl)(6-(4-(2-hydroxyphenyl)piperidin-1-yl)-2-azaspiro[3.4]Octane-2-yl)methanone FC1(CC1)C(=O)N1CC2(C1)C[C@H](CC2)N2CCC(CC2)C2=C(C=CC=C2)O